chloro-5-methylbenzotriazole ClC1=C(C=CC=2NN=NC21)C